2-[4-(2,2-Difluoroethyl)-1H-pyrazol-1-yl]-N-(2,4-dimethoxybenzyl)-5-nitrobenzene-sulfonamide FC(CC=1C=NN(C1)C1=C(C=C(C=C1)[N+](=O)[O-])S(=O)(=O)NCC1=C(C=C(C=C1)OC)OC)F